COC1=C(C=C2C3=C(N(C2=C1)C)C(=NC=C3)C)C3=CSC=C3 7-methoxy-1,9-dimethyl-6-(thiophene-3-yl)-9H-pyrido[3,4-b]indole